benzyl (S)-(5,5-difluoro-1-oxohexan-2-yl)carbamate FC(CC[C@@H](C=O)NC(OCC1=CC=CC=C1)=O)(C)F